O1CCN(C2=C1C=CC=C2)C2=C1C=CN(C(C1=CN=C2)=O)CC=2N=C1N(C=C(C=C1)CN1CCC(CC1)(C)C)C2 5-(3,4-dihydro-2H-1,4-benzoxazin-4-yl)-2-({6-[(4,4-dimethylpiperidin-1-yl)methyl]imidazo[1,2-a]pyridin-2-yl}methyl)-1,2-dihydro-2,7-naphthyridin-1-one